10-oxodecanamide O=CCCCCCCCCC(=O)N